C[C@H]1N(CCN(C1)C=1C=NC(=CC1)[N+](=O)[O-])C(=O)OC(C)(C)C tert-butyl (R)-2-methyl-4-(6-nitropyridin-3-yl)piperazine-1-carboxylate